N-{[2-(hydroxymethyl)phenyl]methyl}-1-methyl-6-(1H-pyrazol-4-yl)pyrrolo[2,3-b]pyridine-2-carboxamide OCC1=C(C=CC=C1)CNC(=O)C1=CC=2C(=NC(=CC2)C=2C=NNC2)N1C